C(C)C(O)(C(O)CO)CCCCCC Ethylhexyl-glycerin